Bis(2,5-dioxopyrrolidin-1-yl) icosanedioate C(CCCCCCCCCCCCCCCCCCC(=O)ON1C(CCC1=O)=O)(=O)ON1C(CCC1=O)=O